C(C)(=O)C1=C(C=C(S1)C(C(C(=O)OC)C)C1=CC(=C(C=C1)C)CCl)F methyl 3-(5-acetyl-4-fluorothiophen-2-yl)-3-[3-(chloromethyl)-4-methylphenyl]-2-methylpropionate